{3-[3-(7H-pyrrolo[2,3-d]pyrimidin-4-yl)-1H-pyrrol-1-yl]-1-[1-(2,3,6-trifluorobenzoyl)piperidin-4-yl]azetidin-3-yl}acetonitrile N1=CN=C(C2=C1NC=C2)C2=CN(C=C2)C2(CN(C2)C2CCN(CC2)C(C2=C(C(=CC=C2F)F)F)=O)CC#N